CC1=NC=CC=C1NC(=O)C=1C=2C[C@@H]3[C@H](C2N(N1)C1=C(C=C(C=C1)F)F)C3 (1aR,5aR)-2-(2,4-Difluoro-phenyl)-1a,2,5,5a-tetrahydro-1H-2,3-diaza-cyclopropa[a]pentalene-4-carboxylic acid (2-methyl-pyridin-3-yl)-amide